C1(CCC(=O)O1)=S monothiosuccinic anhydride